(±)-4-(2-Oxo-1,4-dihydro-2H-quinazolin-3-yl)-piperidine-1-carboxylic acid [2-[1,4']bipiperidinyl-1'-yl-1-(7-methyl-1H-indazol-5-ylmethyl)-2-oxo-ethyl]-amide N1(CCCCC1)C1CCN(CC1)C([C@@H](CC=1C=C2C=NNC2=C(C1)C)NC(=O)N1CCC(CC1)N1C(NC2=CC=CC=C2C1)=O)=O |r|